N-(1-(3-fluoro-4-(2-methyl-1H-imidazol-1-yl)phenyl)ethyl)-1H-pyrrolo[2,3-b]pyridin-6-amine FC=1C=C(C=CC1N1C(=NC=C1)C)C(C)NC1=CC=C2C(=N1)NC=C2